5-formyl-4-methyl-1-{[(2S)-5-oxomorpholin-2-yl]methyl}-1H-indole-2-carbonitrile C(=O)C=1C(=C2C=C(N(C2=CC1)C[C@@H]1CNC(CO1)=O)C#N)C